dimethylaminomorpholino-carbenium hexafluorophosphate F[P-](F)(F)(F)(F)F.CN(C)[CH+]N1CCOCC1